FC1=C(C=CC(=C1)F)[C@@H]1N(OCC1)C1=CC(=NC=N1)NC1=C(C=C(C=C1)N1CCC(CC1)N1CCN(CC1)C)OC (R)-6-(3-(2,4-difluorophenyl)isoxazolidin-2-yl)-N-(2-methoxy-4-(4-(4-methylpiperazine-1-yl)piperidin-1-yl)phenyl)pyrimidin-4-amine